[NH4+].CN(C=O)C dimethylformamide ammonium